1-ethynyl-2-(2-methoxypropan-2-yl)benzene C(#C)C1=C(C=CC=C1)C(C)(C)OC